ClC1=CC=C2C(=NC=3N(C2=C1)C=NN3)N(C=3C=C(C=CC3)C3=CC=C(C=C3)C3(CC3)C(F)(F)F)C 8-chloro-N-methyl-N-(4'-(1-(trifluoromethyl)cyclopropyl)-[1,1'-biphenyl]-3-yl)-[1,2,4]triazolo[4,3-a]quinazolin-5-amine